[1-(1,6-dimethylpyrazolo[3,4-b]pyridin-4-yl)-5-methyl-3,6-dihydro-2H-pyridin-4-yl] trifluoromethanesulfonate FC(S(=O)(=O)OC=1CCN(CC1C)C1=C2C(=NC(=C1)C)N(N=C2)C)(F)F